bis-(2,4,6-trimethylbenzoyl)phenylphosphine oxide CC1=C(C(=O)P(C2=CC=CC=C2)(C(C2=C(C=C(C=C2C)C)C)=O)=O)C(=CC(=C1)C)C